(2S,3S,4R,5R)-5-(2-(5-chloropyridin-3-yl)-6-((pyridin-2-ylmethyl)amino)-9H-purin-9-yl)-3,4-dihydroxyl-N-vinyltetrahydrofuran-2-formamide ClC=1C=C(C=NC1)C1=NC(=C2N=CN(C2=N1)[C@H]1[C@@H]([C@@H]([C@H](O1)C(=O)NC=C)O)O)NCC1=NC=CC=C1